S1C(=NC2=C1C=CC=C2)NC2=C(C1=C(N=N2)N(CCC1)C=1SC(=C(N1)C(=O)O)CCCOC1=CC=C(C=C1)C#CCN(C)C)C 2-[3-(1,3-benzothiazol-2-ylamino)-4-methyl-6,7-dihydro-5H-pyrido[2,3-c]pyridazin-8-yl]-5-[3-[4-[3-(dimethylamino)prop-1-ynyl]phenoxy]propyl]thiazole-4-carboxylic acid